C(CCCCCCCCCCCCCCCCCCC)SCCCO 3-(icosylthio)propan-1-ol